ClC=1C=C(C2=C(N1)NC=C2)C=O 6-chloro-1H-pyrrolo[2,3-b]pyridine-4-carbaldehyde